Cl.ClC1=C(C=C(C=C1)F)[C@H]1C=2N(CC(N1)=O)C(=NC2NC(=O)C2=NSC1=C2C=CC=C1)C(NC)=O (S)-N-(8-(2-chloro-5-fluorophenyl)-3-(methylcarbamoyl)-6-oxo-5,6,7,8-tetrahydroimidazo[1,5-a]pyrazin-1-yl)benzo[d]isothiazole-3-carboxamide hydrochloride salt